NC=1C2=C(N=CN1)N(C=C2C#CC=2C=C(C=CC2C)NC(=O)N2OCC[C@@H]2C2=CC=CC=C2)CC (R)-N-(3-((4-amino-7-ethyl-7H-pyrrolo[2,3-d]pyrimidin-5-yl)ethynyl)-4-methylphenyl)-3-phenylisoxazolidin-2-carboxamide